4-[3-cyano-6-(2-methylpropan-1-enyl)-2-pyridinyl]piperazine-1-carboxylic acid tert-butyl ester C(C)(C)(C)OC(=O)N1CCN(CC1)C1=NC(=CC=C1C#N)C=C(C)C